pentyl bis(2-propynyl) phosphate P(=O)(OCCCCC)(OCC#C)OCC#C